pyridin-2-yl-methyl-1,1-bis(pyridin-2-yl)-1-aminoethane N1=C(C=CC=C1)C(C(N)(C1=NC=CC=C1)C1=NC=CC=C1)C